1,3-di(t-butoxyisopropyl)benzene C(C)(C)(C)OC(C)(C)C1=CC(=CC=C1)C(C)(C)OC(C)(C)C